3-methyl-6-{[4-(piperazin-1-yl)-6-(pyrrolidin-1-yl)pyrimidin-2-yl]amino}-1-(propan-2-yl)-1,3-dihydro-2H-imidazo[4,5-c]pyridin-2-one CN1C(N(C2=C1C=NC(=C2)NC2=NC(=CC(=N2)N2CCNCC2)N2CCCC2)C(C)C)=O